2-amino-7-bromo-6-cyclopropyl-1-(2-ethyl-5-fluoro-3-methoxy-6-methyl-phenyl)pyrrolo[3,2-c]pyridine-3-carbonitrile NC1=C(C=2C=NC(=C(C2N1C1=C(C(=CC(=C1C)F)OC)CC)Br)C1CC1)C#N